CC=1C=C(C(=O)N[C@@H]2COC=3C2=NC=C(C3)C3=NOC(=N3)C)C=CN1 (S)-2-methyl-N-(6-(5-methyl-1,2,4-oxadiazol-3-yl)-2,3-dihydrofuro[3,2-b]pyridin-3-yl)isonicotinamide